C(C)C=1C(N(C=CC1)C(CNS(=O)(=O)C)CO[C@@H]1CC[C@@H](CC1)C1=CC=CC=C1)=O N-[2-(3-ethyl-2-oxo-1,2-dihydropyridin-1-yl)-3-{[(CIS)-4-phenylcyclohexyl]oxy}propyl]methane-sulfonamide